2,3-Dihydrothieno[3,4-b]-1,4-dioxin O1C=2C(OCC1)=CSC2